4-(4-chloro-2-fluoro-phenyl)-2-[(2R,4S)-2-(1-cyclopropylpyrazol-4-yl)tetrahydropyran-4-yl]-6-(2-fluoroethoxy)-7-methyl-pteridine ClC1=CC(=C(C=C1)C1=NC(=NC2=NC(=C(N=C12)OCCF)C)[C@@H]1C[C@@H](OCC1)C=1C=NN(C1)C1CC1)F